N-(4-fluoro-5-(((2S,4R)-4-((5-fluoropyrimidin-2-yl)oxy)-2-methylpyrrolidin-1-yl)methyl)thiazol-2-yl)acetamide FC=1N=C(SC1CN1[C@H](C[C@H](C1)OC1=NC=C(C=N1)F)C)NC(C)=O